C(/C)=C/1\CNCC[C@H]1C(=O)C=1NC2=CC=C(C=C2C1)C1=CC=C(C=C1)F [(3E,4R)-3-ethylidenepiperidin-4-yl][5-(4-fluorophenyl)-1H-indol-2-yl]methanone